ClC1=CC=C(C=C1)C(C(N1CC2(C3=CC=C(C=C13)OC(F)(F)F)CCC2)=O)NC=2C=C(C=C(C2)OC)C(C)=NOCCC(=O)O 3-(((1-(3-((1-(4-chlorophenyl)-2-oxo-2-(6'-(trifluoromethoxy)spiro[cyclobutane-1,3'-indolin]-1'-yl)ethyl)amino)-5-methoxyphenyl)ethylidene)amino)oxy)propanoic acid